ClC1=C(C(=O)NCC23CC4(C[C@H](C[C@@H](C2)C4)C3)F)C=C(C=C1)I 2-chloro-N-(((1r,3s,5R,7S)-3-fluoroadamantan-1-yl)methyl)-5-iodobenzamide